4-Bromo-5,7-dimethyl-1-tosyl-1H-indole BrC1=C2C=CN(C2=C(C=C1C)C)S(=O)(=O)C1=CC=C(C)C=C1